3,3-dimethyl-cyclohexanone CC1(CC(CCC1)=O)C